7-fluoro-1-methanesulfonyl-1H-indole FC=1C=CC=C2C=CN(C12)S(=O)(=O)C